tert-Butyl 4-(3-(nonyl(4-oxo-4-(pentyloxy)butyl)amino)propyl)piperidine-1-carboxylate C(CCCCCCCC)N(CCCC1CCN(CC1)C(=O)OC(C)(C)C)CCCC(OCCCCC)=O